C(CCCCCCCCCCC)[Se]C(CC=O)CCC 3-(dodecylseleno)-hexanal